N(O)=C1C2CCC(C=3OC(=CC31)S(=O)(=O)N)C2 4-(oximino)-5,6,7,8-tetrahydro-4H-5,8-methanocyclohepta[b]furan-2-sulfonamide